4-(2-bromo-4-fluoro-phenyl)-N-(2-chloro-6-fluoro-phenyl)-2,5-dimethyl-pyrazolamine BrC1=C(C=CC(=C1)F)C1=C(N(N=C1C)C)NC1=C(C=CC=C1F)Cl